1-(fluorosulfonyl)-1H-imidazole hydrogensulfate S(=O)(=O)(O)O.FS(=O)(=O)N1C=NC=C1